methyloxy-7-oxo-6-(sulfooxy)-1,6-diazabicyclo[3.2.1]octane-2-carboxamide COC1(N2C(N(C(CC1)C2)OS(=O)(=O)O)=O)C(=O)N